di-methylketone CC(=O)C